C([C@@H]1[C@H]([C@@H]([C@H]([C@H](O1)O[C@]2([C@H]([C@@H]([C@H](O2)CCl)O)O)CCl)O)O)O)Cl 6,1',6'-trichlorosucrose